4-((3R,5R)-5-((5-bromo-1-methyl-6-oxo-1,6-dihydropyridazin-4-yl)amino)-1-methylpiperidin-3-yl)-N-(10-((2-(2,6-dioxopiperidin-3-yl)-1-oxoisoindolin-5-yl)amino)-10-oxodecyl)benzamide BrC1=C(C=NN(C1=O)C)N[C@@H]1C[C@@H](CN(C1)C)C1=CC=C(C(=O)NCCCCCCCCCC(=O)NC=2C=C3CN(C(C3=CC2)=O)C2C(NC(CC2)=O)=O)C=C1